N[C@H]1C[C@@H]([C@H](C[C@@H]2N(C1=O)[C@@H](CC2)C(=O)OCC2=CC=CC=C2)C)O benzyl (3S,6S,8S,9S,10aR)-6-amino-8-hydroxy-9-methyl-5-oxodecahydropyrrolo[1,2-a]azocine-3-carboxylate